CC1=NC=CC=C1.[Na] sodium 2-methylpyridine